C(C(C)(C)C)(=O)OCOC(NC1=NC=NN2C1=CC=C2[C@@]2(O[C@@H]([C@H]([C@H]2O)OC(CC2CCCCC2)=O)COC([C@@H](N)CC2=CC=CC=C2)=O)C#N)=O (((7-((2R,3R,4S,5R)-5-(((L-phenylalanyl)oxy)methyl)-2-cyano-4-(2-cyclohexylacetoxy)-3-hydroxytetrahydrofuran-2-yl)pyrrolo[2,1-f][1,2,4]triazin-4-yl)carbamoyl)oxy)methyl pivalate